C1(CCCC1)OC1=C(OCCCCCCCN2CCC(CC2)C2=C3CN(C(C3=CC(=C2)F)=O)C2C(NC(CC2)=O)=O)C=CC(=C1)N1C(C2=CC=CC=C2C1)=O 3-(4-(1-(7-(2-(Cyclopentyloxy)-4-(1-oxoisoindolin-2-yl)phenoxy)heptyl)piperidin-4-yl)-6-fluoro-1-oxoisoindolin-2-yl)piperidine-2,6-dione